5-(t-butyl)-N-(3-chlorophenyl)-[1,1'-biphenyl]-2-amine C(C)(C)(C)C1=CC=C(C(=C1)C1=CC=CC=C1)NC1=CC(=CC=C1)Cl